[S-2].[Eu+3].[S-2].[S-2].[Eu+3] Europium sulfid